6-(2,6-dichlorophenyl)-2-{[4-(piperidin-4-ylamino)phenyl]amino}imidazo[1,2-a]pyrimido[5,4-e]pyrimidin-5(6H)-one ClC1=C(C(=CC=C1)Cl)N1C=2N(C3=C(C1=O)C=NC(=N3)NC3=CC=C(C=C3)NC3CCNCC3)C=CN2